7-(benzyloxy)-N-((4-chloro-3-nitrophenyl)sulfonyl)-2-propyl-1,2,3,4-tetrahydroisoquinoline-3-carboxamide C(C1=CC=CC=C1)OC1=CC=C2CC(N(CC2=C1)CCC)C(=O)NS(=O)(=O)C1=CC(=C(C=C1)Cl)[N+](=O)[O-]